C(C)(C)(C)OC(=O)N1CC2(C(C2C1)(F)F)C(N)=O 1-carbamoyl-6,6-difluoro-3-azabicyclo[3.1.0]hexane-3-carboxylic acid tert-butyl ester